CN(C(=O)[C@H]1CN(CC[C@@H]1NC(=O)C1=NOC(=C1)C1=C(C=C(C=C1)F)F)CC1CCC1)C (3S,4S)-1-cyclobutylmethyl-4-{[5-(2,4-difluoro-phenyl)-isoxazole-3-carbonyl]-amino}-piperidine-3-carboxylic acid dimethylamide